ClC1=C2C=CN=CC2=C(C=C1)COC=1C(=CC(=C(C1)N1C(NC=2C(C1=O)=C(SC2)C(=O)O)=O)F)OC 3-{5-[(5-chloroisoquinolin-8-yl)methoxy]-2-fluoro-4-methoxyphenyl}-2,4-dioxo-1H-thieno[3,4-d]pyrimidine-5-carboxylic acid